N1=CN=CC2=CC(=C3C(=C12)COCO3)N3CCC(CC3)C=O 1-([1,3]dioxino[4,5-h]quinazolin-6-yl)piperidine-4-carbaldehyde